C(N)(=O)S(=O)(=O)O carbamoyl-sulphonic acid